FC1=C(C=C2C(=NNC2=C1)CCO)OC 2-(6-fluoro-5-methoxy-1H-indazol-3-yl)ethan-1-ol